OCCOC1=CC=2C(C3=CC=CC=C3C(C2C=C1)=O)=O 2-(2-hydroxyethoxy)-anthraquinone